C1(=CC=CC=C1)NC1=CC=C(C=C1)NC(CC(C)C)C N-phenyl-N'-(1,3-dimethyl-butyl)-para-phenylenediamine